NC1=C(C=NC=N1)C1=C(C=C(C=C1F)OCC1=CC=CC=C1)F 6-amino-5-(4-(benzyloxy)-2,6-difluorophenyl)pyrimidin